O=C1NC([C@@H](N1)CC1=NN=C(S1)CC(=O)O)=O (S)-2-(5-((2,5-dioxoimidazolidin-4-yl)methyl)-1,3,4-thiadiazol-2-yl)acetic acid